N-ethyl-N-methylsulfamoyl chloride C(C)N(S(=O)(=O)Cl)C